FC1=C(O[C@@H]2[C@@H]([C@@]3([C@@H](CN(C3)C[C@@H](C3=NC=C(C=C3)O)O)C2)O)O)C=CC=C1 (3aS,4S,5S,6aR)-5-(2-fluorophenoxy)-2-((S)-2-hydroxy-2-(5-hydroxypyridin-2-yl)ethyl)hexahydrocyclopenta[c]pyrrole-3a,4(1H)-diol